(3-(5,6,7,8-tetrahydro-1,8-naphthyridin-2-yl)propyl)-1H-pyrazole-4-carboxylic acid N1=C(C=CC=2CCCNC12)CCCN1N=CC(=C1)C(=O)O